C1(=CC=CC=C1)S(=O)(=O)OC1=C(OC2=CC(=CC(=C2C1=O)OC)OC)C1=CC(=C(C(=C1)OC)OC)OC 5,7-dimethoxy-4-oxo-2-(3,4,5-trimethoxyphenyl)-4H-chromen-3-yl benzenesulfonate